3,3'-{[(1,2-diphenylethen-1,2-diyl)bis(4,1-phenylen)]bis(oxy)}bis(propan-1-sulfonat) C1(=CC=CC=C1)C(=C(C1=CC=CC=C1)C1=CC=C(C=C1)OCCCS(=O)(=O)[O-])C1=CC=C(C=C1)OCCCS(=O)(=O)[O-]